(S)-2-(4-(6-((5-((3,3-difluorocyclobutyl)ethynyl)-1,3,4-thiadiazol-2-yl)methoxy)pyridin-2-yl)-2,5-difluorobenzyl)-1-(oxetan-2-ylmethyl)-1H-benzo[d]imidazole-6-carboxylic acid FC1(CC(C1)C#CC1=NN=C(S1)COC1=CC=CC(=N1)C1=CC(=C(CC2=NC3=C(N2C[C@H]2OCC2)C=C(C=C3)C(=O)O)C=C1F)F)F